ClC1=C(C=C(CN2[C@H](CN(CC2)C(=O)OC(C)(C)C)C)C=C1)N1CCC(CC1)O (S)-tert-butyl 4-(4-chloro-3-(4-hydroxypiperidin-1-yl) benzyl)-3-methylpiperazine-1-carboxylate